C1(CCC(CC1)O)O 1,4-Cyclohexanediol